tert-Butyl-6-(4-{1-[(2-chlorophenyl)methyl]piperidin-4-yl}-1,4-diazepan-1-yl)pyridine-2-carboxylate C(C)(C)(C)OC(=O)C1=NC(=CC=C1)N1CCN(CCC1)C1CCN(CC1)CC1=C(C=CC=C1)Cl